2-(cis-3-((5-(1-(2,2-difluoroethyl)-4-fluoro-1H-benzo[d][1,2,3]triazol-6-yl)-4-methoxypyrrolo[2,1-f][1,2,4]triazin-2-yl)amino)cyclobutoxy)ethan-1-ol FC(CN1N=NC2=C1C=C(C=C2F)C=2C=CN1N=C(N=C(C12)OC)N[C@H]1C[C@H](C1)OCCO)F